N1C(CCC1)CCCC(=O)O 2-Pyrrolidinebutanoic acid